(2R)-2-{6-bromoimidazo[1,2-a]pyrazin-2-yl}-1-methylpyrrolidine BrC=1N=CC=2N(C1)C=C(N2)[C@@H]2N(CCC2)C